FC(C(=O)NN)(F)F trifluoroacethydrazide